C(C)C(CCOC(C=1C(C(=O)OCCC(CCC)CC)=CC=CC1)=O)CCC.[C@@H]12C[C@H]([C@H](CC1)O2)N2NC=CC=C2 N-((1S,3R,4S)-7-oxabicyclo[2.2.1]Hept-3-yl)pyridazin di(3-ethylhexyl)phthalate